CC(=C)C(CCC)C 2,3-dimethylhex-1-ene